C1(CC1)C1COC2=C(O1)C(=CC=C2)OC 2-cyclopropyl-8-methoxy-2,3-dihydrobenzo[b][1,4]dioxin